CN1N=CC=2N=CN=C(C21)N[C@H](C(=O)O)CCN(CCCCC2=NC=1NCCCC1C=C2)CCOC=2C=NC(=CC2)C (S)-2-((1-methyl-1H-pyrazolo[4,3-d]pyrimidin-7-yl)amino)-4-((2-((6-methylpyridin-3-yl)oxy)ethyl)(4-(5,6,7,8-tetrahydro-1,8-naphthyridin-2-yl)butyl)amino)butanoic acid